FC=1C=C(C=CC1F)N1C(CC[C@H]1C1=NC2=C(N1[C@@H]1CS(CC1)(=O)=O)C=CC(=C2)C=2C(=NOC2C)C)=O (S)-1-(3,4-difluorophenyl)-5-(5-(3,5-dimethylisoxazol-4-yl)-1-((S)-1,1-dioxidotetrahydrothiophen-3-yl)-1H-benzo[d]imidazol-2-yl)pyrrolidin-2-one